C(C1=CC=CC=C1)N([C@@H]1CNCC1)CC1=CC=CC=C1 (3S)-N,N-dibenzylpyrrolidin-3-amine